OC(CN1CCC(CC1)C=1C=C2C(=C(NC2=CC1)C=1C=C(C(N(C1)C)=O)C)C(C)C)C(C)(C)C 5-(5-(1-(2-hydroxy-3,3-dimethylbutyl)piperidin-4-yl)-3-isopropyl-1H-indol-2-yl)-1,3-dimethylpyridin-2(1H)-one